O1C=CC2=C1CCCC2O 4,5,6,7-tetrahydro-4-benzofuranol